3-oxo-3-(3-oxo-3,4-dihydroquinoxalin-1(2H)-yl)propionitrile O=C(CC#N)N1CC(NC2=CC=CC=C12)=O